tert-butyl (tert-butoxycarbonyl)((4-chloropyrimidin-2-yl)methyl)carbamate C(C)(C)(C)OC(=O)N(C(OC(C)(C)C)=O)CC1=NC=CC(=N1)Cl